COC1=C(C=CC=C1)N1N=CC(=C1)O 1-(2-Methoxy-phenyl)pyrazol-4-ol